ClC1=C(C=CC(=C1)OCC=1C(=NOC1C1CC1)C1=C(C=CC=C1Cl)Cl)C1(CN(C1)C1=NC=CC(=C1)C(=O)O)O 2-[3-[2-chloro-4-[[5-cyclopropyl-3-(2,6-dichlorophenyl)-1,2-oxazol-4-yl]methoxy]phenyl]-3-hydroxyazetidin-1-yl]pyridine-4-carboxylic acid